(E)-N-[2-[2-(cyclopropylmethoxy)-4,6-dihydroxy-3-methyl-benzoyl]isoindolin-4-yl]-4-(dimethylamino)but-2-enamide C1(CC1)COC1=C(C(=O)N2CC3=CC=CC(=C3C2)NC(\C=C\CN(C)C)=O)C(=CC(=C1C)O)O